2,3-dihydropyridazino[4,5-d]pyridazine-1,4-dione C1(NNC(C=2C1=CN=NC2)=O)=O